(R)-2-amino-3-(3-fluoro-5-(pentan-3-yl)benzamido)propanoic acid N[C@@H](C(=O)O)CNC(C1=CC(=CC(=C1)C(CC)CC)F)=O